CP(=O)(C)C1=C2C=CNC2=CC(=C1OC=1C=CC(=C(C(=N)N)C1)F)F 5-((4-(dimethylphosphoryl)-6-fluoro-1H-indol-5-yl)oxy)-2-fluorobenzamidine